3-(Trans-4-(2-(4-(2,3-dichlorophenyl)-4,7-diazaspiro[2.5]octane-7-yl)ethyl)cyclohexyl)oxazolidin-2-one ClC1=C(C=CC=C1Cl)N1C2(CC2)CN(CC1)CC[C@@H]1CC[C@H](CC1)N1C(OCC1)=O